(5-chloro-2-((1-methyl-1H-pyrazol-4-yl)amino)pyrimidin-4-yl)benzoic acid ClC=1C(=NC(=NC1)NC=1C=NN(C1)C)C1=C(C(=O)O)C=CC=C1